COC1=CC=2N(C3=CC(=C(C=C3C2C=C1OC)OC)OC)C1=CC2=CC=C3C=C(C=C4C=CC(=C1)C2=C43)N4C3=CC(=C(C=C3C=3C=C(C(=CC43)OC)OC)OC)OC 2,7-bis(2,3,6,7-tetramethoxy-9H-carbazole-9-yl)pyrene